r-butyl (2R,5'S)-5'-carbamoyl-3-oxo-8-phenyl-3,4-dihydrospiro[benzo[b][1,4]oxazine-2,3'-pyrrolidine]-1'-carboxylate C(N)(=O)[C@@H]1C[C@@]2(CN1C(=O)OCCCC)C(NC1=C(O2)C(=CC=C1)C1=CC=CC=C1)=O